methyl 2-(7-chloro-1H-benzo[d]imidazole-2-carbonyl)-1,2,3,4-tetrahydroisoquinoline-1-carboxylate ClC1=CC=CC2=C1NC(=N2)C(=O)N2C(C1=CC=CC=C1CC2)C(=O)OC